C(CCCCCCCCCCCCCCCCCCCCCCCCCCC)O Montanyl Alcohol